The molecule is a kaempferol O-glucoside that is kaempferol attached to a beta-D-glucopyranosyl moiety at position 5 via a glycosidic linkage. It has a role as a plant metabolite. It is a beta-D-glucoside, a kaempferol O-glucoside, a monosaccharide derivative, a trihydroxyflavone and a member of flavonols. It derives from a beta-D-glucose. C1=CC(=CC=C1C2=C(C(=O)C3=C(O2)C=C(C=C3O[C@H]4[C@@H]([C@H]([C@@H]([C@H](O4)CO)O)O)O)O)O)O